neopentyl glycol bis(2-methylhexanoate) CC(C(=O)OCC(C)(COC(C(CCCC)C)=O)C)CCCC